C(#N)C=1C(=NC=C(C1)C1=NN(C2=CC(=C(C=C12)O[C@H](C)C1=C(C=NC=C1Cl)Cl)OC)C1OCCCC1)N1CC2(C1)N(CCC2)C(=O)OC(C)(C)C tert-butyl 2-(3-cyano-5-(5-((R)-1-(3,5-dichloropyridin-4-yl)ethoxy)-6-methoxy-1-(tetrahydro-2H-pyran-2-yl)-1H-indazol-3-yl)pyridin-2-yl)-2,5-diazaspiro[3.4]octane-5-carboxylate